2-amino-3-cyano-4,5-dimethylpyrrole NC=1NC(=C(C1C#N)C)C